[Si](C)(C)(C(C)(C)C)C([C@@H]1[C@H](C[C@@H](O1)N1C(=O)NC(=O)C=C1)O)O 5'-tert-butyldimethylsilyl-2'-deoxyuridine